3-(3-(4-(4-((4-(2-(3-chloro-5-cyanophenyl)prop-2-yl)phenoxy)methyl)pyrimidine-2-yl)piperazin-1-yl)azetidin-1-yl)piperidine-1-carboxylic acid tert-butyl ester C(C)(C)(C)OC(=O)N1CC(CCC1)N1CC(C1)N1CCN(CC1)C1=NC=CC(=N1)COC1=CC=C(C=C1)C(C)(C)C1=CC(=CC(=C1)C#N)Cl